[N+](=O)([O-])C1=C2C=C(C=NC2=CC=C1)CC(=O)OC(C)(C)C tert-butyl 2-(5-nitroquinolin-3-yl)acetate